ClC1=C(CCC=CCC1)Cl.[Pt] platinum dichloro(1,5-cyclooctadiene)